NC1=C(C=C(C=C1)OC1=CC(=C(C=C1)N)O)O bis(4-amino-3-hydroxyphenyl)ether